C(C)C1=CC=C(C=C1)C(C(=O)NC)(CC)NC(=O)C=1C=NN2C1C[C@@H](CC2(C)C)C2=CC=CC=C2 (5R)-N-(2-(4-ethylphenyl)-1-(methylamino)-1-oxobutan-2-yl)-7,7-dimethyl-5-phenyl-4,5,6,7-tetrahydropyrazolo[1,5-a]pyridine-3-carboxamide